N-(3-(5-((3-acrylamido-4-(4-hydroxypiperidine-1-carbonyl)phenyl)amino)-1-methyl-6-oxo-1,6-dihydropyridin-3-yl)-2-methylphenyl)-4-(tert-butyl)benzamide C(C=C)(=O)NC=1C=C(C=CC1C(=O)N1CCC(CC1)O)NC1=CC(=CN(C1=O)C)C=1C(=C(C=CC1)NC(C1=CC=C(C=C1)C(C)(C)C)=O)C